N1CCS(CC1)(=O)=O thiomorpholin-1,1-dion